C1(CCC(N1C(CC(=O)O)(CC(=O)O)N1C(CCC1=O)=O)=O)=O.O=C(CCCC(=O)ON1C(CCC1=O)=O)ON1C(CCC1=O)=O 1,1'-[(1,5-dioxopentane-1,5-diyl)bis(oxy)]dipyrrolidine-2,5-dione (disuccinimidyl glutarate)